CN(C)[Si]([Si](Cl)(N(C)C)N(C)C)(N(C)C)N(C)C penta(dimethylamino)chlorodisilane